ClC1=C(C=O)C=CC(=C1)C#C[Si](C(C)C)(C(C)C)C(C)C 2-chloro-4-{[tri(propan-2-yl)silyl]ethynyl}benzaldehyde